4-bromo-2-fluoro-N-(4-methoxybenzo[d]thiazol-2-yl)-6-methylbenzamide BrC1=CC(=C(C(=O)NC=2SC3=C(N2)C(=CC=C3)OC)C(=C1)C)F